(5-(4-((cyclopropylmethyl)amino)-7-(phenylsulfonyl)-7H-pyrrolo[2,3-d]pyrimidin-5-yl)pyrazolo[1,5-a]pyridin-3-yl)(4-methylpiperazin-1-yl)methanone C1(CC1)CNC=1C2=C(N=CN1)N(C=C2C2=CC=1N(C=C2)N=CC1C(=O)N1CCN(CC1)C)S(=O)(=O)C1=CC=CC=C1